4-(3-ethyl-4-methyl-5-oxo-4,5-dihydro-1H-1,2,4-triazol-1-yl)-5-fluoro-2-[(2S)-pent-2-yloxy]-N-[4-(trifluoromethyl)phenyl]benzamide C(C)C1=NN(C(N1C)=O)C1=CC(=C(C(=O)NC2=CC=C(C=C2)C(F)(F)F)C=C1F)O[C@@H](C)CCC